1,3-dimesitylpropane-1,3-dione C1(=C(C(=CC(=C1)C)C)C(CC(=O)C1=C(C=C(C=C1C)C)C)=O)C